C(C)(C)(C)C=1C=C(/C=C/C2=CC=C(/C=C/B(O)O)C=C2)C=C(C1)C(C)(C)C ((E)-4-((E)-3,5-di-tert-butylstyryl)styryl)boronic acid